[6-[(2,4-Difluorophenyl)methyl]-2-azaspiro[3.3]heptan-2-yl]-[(3S)-3-(1H-triazol-5-yl)pyrrolidin-1-yl]methanone FC1=C(C=CC(=C1)F)CC1CC2(CN(C2)C(=O)N2C[C@H](CC2)C2=CN=NN2)C1